[N+](=O)([O-])CC(=O)OC(C)C1=CC=CC2=CC(=CC=C12)OC 2-(6-methoxy naphthyl)-2-ethyl nitroacetate